C(C)(C)(C)C1=C(C=CC(=C1)C#N)C1=CC(=C(C=C1)OCCO)C1=CC=C(C=C1)N1CCCC1 (tert-butyl)-4'-(2-hydroxyethoxy)-4''-(pyrrolidin-1-yl)-[1,1':3',1''-terphenyl]-4-carbonitrile